1-(3-pyridyl)quinazoline N1=CC(=CC=C1)N1CN=CC2=CC=CC=C12